isopropyl (R)-2-((5-amino-4-(2-((dimethyl-amino)methyl)pyrrolidin-1-yl)-2-methoxyphenyl)amino)-4-(5,6-difluoro-3,3-dimethylindolin-1-yl)pyrimidine-5-carboxylate NC=1C(=CC(=C(C1)NC1=NC=C(C(=N1)N1CC(C2=CC(=C(C=C12)F)F)(C)C)C(=O)OC(C)C)OC)N1[C@H](CCC1)CN(C)C